CC=1SC(=CC1C=O)CCC 2-methyl-5-propyl-3-thiophenecarboxaldehyde